3,3,3-trifluoropropyldimethylmethoxysilane FC(CC[Si](OC)(C)C)(F)F